CN1C(OC2=C1C=CC=C2CC(=O)O)=O 2-(3-Methyl-2-oxo-2,3-dihydrobenzo[d]oxazol-7-yl)acetic acid